Z-3-decenyl acetate C(C)(=O)OCC\C=C/CCCCCC